dipropoxyneopentyl glycol diacrylate C(C=C)(=O)OC(C(C)(C(OC(C=C)=O)OCCC)C)OCCC